4,5,5-tetramethyl-1,3,2-dioxaphospholane CC1(C(OPO1)(C)C)C